2-Ethoxy-4-methyl-6-morpholin-4-yl-N-[(2-phenyl-phenyl)-methyl]-pyridine-3-carboxylic acid amide C(C)OC1=NC(=CC(=C1C(=O)NCC1=C(C=CC=C1)C1=CC=CC=C1)C)N1CCOCC1